C(C1=CC=CC=C1)O[C@H]1[C@@H](N(CC1)C(=O)OCC1=CC=CC=C1)COC1CC=C(CC1)C=1C(=NC=CC1)OCC(=O)OCC benzyl (2S,3R)-3-(benzyloxy)-2-[([4-[2-(2-ethoxy-2-oxoethoxy)pyridin-3-yl] cyclohex-3-en-1-yl]oxy)methyl]pyrrolidine-1-carboxylate